propionyl-potassium C(CC)(=O)[K]